C[C@H](CCC(=O)NCC(=O)[O-])[C@H]1CC[C@@H]2[C@@]1(CC[C@H]3[C@H]2CC[C@H]4[C@@]3(CC[C@H](C4)OS(=O)(=O)[O-])C)C The molecule is a steroid sulfate oxoanion and N-acylglycinate that is the dianion of sulfoglycolithocholic acid arising from deprotonation of carboxylic acid and sulfate functions; major species at pH 7.3. It has a role as a human metabolite. It is a steroid sulfate oxoanion, a N-acylglycinate and a sulfoglycolithocholate anion. It is a conjugate base of a sulfoglycolithocholic acid.